cyclohexane-1,2-diylbis(methylene) diisocyanate C1(C(CCCC1)CN=C=O)CN=C=O